CCCCC/C=C\\C[C@H](/C=C/C=C\\C/C=C\\CCCC(=O)[O-])OO The molecule is a hydroperoxy fatty acid anion that is the conjugate base of 12(R)-HPETE, obtained by deprotonation of the carboxy group. It is a hydroperoxy fatty acid anion, a long-chain fatty acid anion, a polyunsaturated fatty acid anion and a hydroperoxy polyunsaturated fatty acid anion. It is a conjugate base of a 12(R)-HPETE.